F[C@H]1[C@@H]2CC[C@H](C[C@H]1N(C=1N=CC(=NC1)C1=C(C=C(C=C1)[C@@H]1CC(N(C1)C)=O)O)C)N2 (4S)-4-[4-(5-{[(1S,2S,3R,5R)-2-fluoro-8-azabicyclo[3.2.1]octan-3-yl](methyl)amino}pyrazin-2-yl)-3-hydroxyphenyl]-1-methylpyrrolidin-2-one